CC1(CC1)NC(C(=O)N1[C@H]2CC[C@@H]([C@H]1C(=O)N[C@@H](C[C@H]1C(NCC1)=O)C(COC(F)(F)F)=O)C2)=O (1S,3S,4R)-2-(2-((1-methylcyclopropyl)amino)-2-oxoacetyl)-N-((S)-3-oxo-1-((S)-2-oxopyrrolidin-3-yl)-4-(trifluoromethoxy)butan-2-yl)-2-azabicyclo[2.2.1]heptane-3-carboxamide